C(C)(C)(C)OC(=O)N1C(C(CC1)N(C)C=1C2=C(N=C(N1)Cl)C(=C(N=C2)Cl)F)C 3-((2,7-Dichloro-8-fluoropyrido[4,3-d]pyrimidin-4-yl)(methyl)amino)-2-methylpyrrolidine-1-carboxylic acid tert-butyl ester